[3-(dimethylamino)propyl]methyldimethoxysilane CN(CCC[Si](OC)(OC)C)C